CN(C1CCC(CC1)C1(OC2=C(O1)C(=CC(=C2C)C(=O)NCC=2C(NC(=CC2SC)C)=O)C2=CSC=C2)C)C 2-(4-(Dimethylamino)cyclohexyl)-2,4-dimethyl-N-((6-methyl-4-(methylsulfanyl)-2-oxo-1,2-dihydropyridin-3-yl)methyl)-7-(thiophen-3-yl)benzo[d][1,3]dioxole-5-carboxamide